methylenepyridine-diamine platinum (II) nitrate [N+](=O)([O-])[O-].[Pt+2].C=NC1=NC=CC=C1N.[N+](=O)([O-])[O-]